FC=1C=C(C(=O)NC2=CC=C(C=C2)F)C=CC1 3-fluoro-N-(4-fluorophenyl)benzamide